C1(=CC(=CC1)C1=C(C(=C(C(=C1F)F)F)F)F)C1=C(C(=C(C(=C1F)F)F)F)F 6,6'-(cyclopenta-1,3-diene-1,3-diyl)bis(1,2,3,4,5-pentafluorobenzene)